C(CCC)C=1C=C2C(=CC(=NC2=CC1)N(CC(=O)O)C)C1=CC=C(C=C1)F 2-{[6-butyl-4-(4-fluorophenyl)quinolin-2-yl](methyl)amino}acetic acid